5-chloro-salicylic acid ClC1=CC=C(C(C(=O)O)=C1)O